sulfurous acid, dodecyl-2-propyl ester S(OC(CCCCCCCCCCCCC)C)([O-])=O